para-acetoxyphenylpropionic acid C(C)(=O)OC1=CC=C(C=C1)C(C(=O)O)C